ClC1=CC2=C(S1)[C@@]1(C[C@@H](N(CC1)CC=1C=NN(C1)CCS(=O)(=O)C)C)OCC2O (2'S,7R)-2-chloro-2'-methyl-1'-[[1-(2-methylsulfonylethyl)pyrazol-4-yl]methyl]spiro[4,5-dihydrothieno[2,3-c]pyran-7,4'-piperidine]-4-ol